ClC1=CC=C(CN2[C@@]3(CCN(C3)C(=O)NC(C)C)C(N(CC2=O)C(C)C)=O)C=C1 (R)-6-(4-chlorobenzyl)-N,9-diisopropyl-7,10-dioxo-2,6,9-triazaspiro[4.5]decane-2-carboxamide